4-bromo-2-fluoro-1-((methoxymethyloxy)methyl)benzene BrC1=CC(=C(C=C1)COCOC)F